O1CCN(CC1)CC1=CC(=NC(=C1)NC=1SC(=CN1)C=1N=NN(N1)C1=CC=CC=C1)N[C@@H]1CN(CCC1)C(C=CC)=O (S)-1-(3-((4-(morpholinomethyl)-6-((5-(2-phenyl-2H-tetrazol-5-yl)thiazol-2-yl)amino)pyridin-2-yl)amino)piperidin-1-yl)but-2-en-1-one